N[C@H](C(=O)NC1=CC=C(C(=O)O)C=C1)CC1=CC=C(C=C1)NC(=O)NCCOC (S)-4-(2-amino-3-(4-(3-(2-methoxyethyl)ureido)phenyl)propanamido)benzoic acid